S(=O)(=O)(OCCC1=C(C=CC=C1)Cl)[O-] 2-(2-chlorophenyl)ethyl sulfate